OC(CNC[C@H]1C(NCC1)=O)[C@H](CC(C)C)NC(OC(C)(C)C)=O tert-butyl ((3S)-2-hydroxy-5-methyl-1-((((S)-2-oxopyrrolidin-3-yl)methyl)amino)hexan-3-yl)carbamate